iron para-toluenesulfonate CC1=CC=C(C=C1)S(=O)(=O)[O-].[Fe+2].CC1=CC=C(C=C1)S(=O)(=O)[O-]